IC1=CC=C(C=C1)N1CCC(CC1)NC(O)=O.C12CN(CC(N1)C2)C=2OC1=C(N2)C(=CC=C1C=1SC=CN1)C(=O)N1CCOCC1 (2-(3,6-diazabicyclo[3.1.1]heptan-3-yl)-7-(thiazol-2-yl)benzo[d]oxazol-4-yl)(morpholino)methanone (1-(4-Iodophenyl)piperidin-4-yl)carbamate